2-chloro-6-(4,4-difluoroazepan-1-yl)-3-trifluoromethylbenzoic acid methyl ester COC(C1=C(C(=CC=C1N1CCC(CCC1)(F)F)C(F)(F)F)Cl)=O